ClC(C(C(C(C(=O)OOC(C(C(C(C(C(F)(F)F)(Cl)F)(F)F)(F)F)(F)F)=O)(F)F)(F)F)(F)F)(C(F)(F)F)F chloro-decafluorohexanoyl peroxide